(S)-2-((4-((3-fluorobenzyl)oxy)benzyl)amino)propionamide FC=1C=C(COC2=CC=C(CN[C@H](C(=O)N)C)C=C2)C=CC1